6-ethyl-N-methylquinoline C(C)C=1C=C2C=CCN(C2=CC1)C